O=C1OC(C2=CC=C(C=C12)C(F)(F)F)CCC(=O)O 3-(3-Oxo-5-(trifluoromethyl)-1,3-dihydroisobenzofuran-1-yl)propanoic acid